NC1=NC=2C=NC(=CC2C2=C1COC2)C(=O)N([C@H](CC)C2=NC=C(C=C2)C(F)(F)F)CC 4-amino-N-ethyl-N-((1R)-1-(5-(trifluoromethyl)-2-pyridinyl)propyl)-1,3-dihydrofuro[3,4-c][1,7]naphthyridine-8-carboxamide